isopropyl (1-(5-(3-cyano-6-ethoxypyrazolo[1,5-a]pyridin-4-yl)pyridin-2-yl)-4-(piperazin-1-ylmethyl)piperidin-4-yl)carbamate C(#N)C=1C=NN2C1C(=CC(=C2)OCC)C=2C=CC(=NC2)N2CCC(CC2)(CN2CCNCC2)NC(OC(C)C)=O